4-azido-1,2,5-oxadiazole N(=[N+]=[N-])C=1C=NON1